2-chloro-4-(9,9-dimethyl-9H-fluoren-2-yl)-6-phenylpyrimidine ClC1=NC(=CC(=N1)C1=CC=2C(C3=CC=CC=C3C2C=C1)(C)C)C1=CC=CC=C1